C(C)(C)(C)OC(=O)N(C)CC1C=2C=CC=C(C2CCC1)C1=CC=C(C(=O)O)C=C1 4-(5-(((tert-butoxycarbonyl)(methyl)amino)methyl)-5,6,7,8-tetrahydronaphthalen-1-yl)benzoic acid